C(=C)C(C(C(C(C(C(C(C(C=C)(F)F)(F)F)(F)F)(F)F)(F)F)(F)F)(F)F)(F)F 1,8-divinyl-perfluoro(octane)